NC1=C(SC2=NC(=CC=C21)C)C(=O)N[C@H]2COC1=C(C2)C=CC(=C1)N1CC2(COC2)[C@H](C1)N 3-amino-N-[(3R)-7-[(8R)-8-amino-2-oxa-6-azaspiro[3.4]octan-6-yl]-3,4-dihydro-2H-1-benzopyran-3-yl]-6-methylthieno[2,3-b]pyridine-2-carboxamide